N[C@H](C(=O)O)CC1=CNC2=C(C=CC=C12)Br (S)-2-Amino-3-(7-bromo-1H-indol-3-yl)propanoic acid